C[C@H]1[C@@H](C1)[C@@H](NS(=O)(=O)C1=CC=C(C=C1)OC(F)(F)F)C1=CC=CC=C1 N-((R)-((1R,2R)-2-methylcyclopropyl)(phenyl)methyl)-4-(trifluoromethoxy)benzenesulfonamide